S1C(=NC=C1)P(C=1C=C(C=CC1)C)(C=1C=C(C=CC1)C)=O Thiazol-2-yldi-m-tolyl-phosphine oxide